FC1(CC(CC1)OC=1C=C2CCN3[C@@H](C2=CC1OC)C[C@H]([C@@H](C3)CC(C)(C)C)O)F (2R,3R,11bR)-9-[(3,3-difluorocyclopentyl)oxy]-3-(2,2-dimethylpropyl)-10-methoxy-1H,2H,3H,4H,6H,7H,11bH-pyrido[2,1-a]isoquinolin-2-ol